titanium praseodymium Oxide [O-2].[Pr+3].[Ti+4]